ClC=1C=C(C=CC1)N1N=CC(=C1CC)C(=O)NC1=CC(=CC=C1)NS(=O)(=O)C 1-(3-chlorophenyl)-5-ethyl-N-(3-(methylsulfonamido)phenyl)-1H-pyrazole-4-carboxamide